C(C)OC=1C=C(C=CC1OC)C(CS(=O)(=O)C)N 1-(3-ethoxy-4-methoxyphenyl)-2-methanesulfonyl-ethylamine